6-amino-N-((3-(2,6-Dioxopiperidin-3-yl)-1-methyl-2-oxo-2,3-dihydro-1H-naphtho[1,2-d]imidazol-8-yl)methyl)hexanamide NCCCCCC(=O)NCC1=CC=C2C=CC3=C(N(C(N3C3C(NC(CC3)=O)=O)=O)C)C2=C1